Cl.C1(NCC2=CC=CC=C12)=O 2,3-dihydro-1H-isoindol-1-one Hydrochloride